N-(1-(methylsulfonyl)piperidin-4-yl)-5-(trifluoromethyl)pyrimidin-2-amine CS(=O)(=O)N1CCC(CC1)NC1=NC=C(C=N1)C(F)(F)F